5-CARBOXY-2-FLUOROPHENYLBORONIC ACID C(=O)(O)C=1C=CC(=C(C1)B(O)O)F